1-(3-hydroxyphenyl)-2-chloroethanol OC=1C=C(C=CC1)C(CCl)O